2,3-dichloro-6,7-dimethyl-1,4-naphthoquinone ClC=1C(C2=CC(=C(C=C2C(C1Cl)=O)C)C)=O